FC1=C(C#N)C=C(C(=C1)C(=O)N1CC2(C1)CC(C2)N(C=2C1=C(N=CN2)NC=C1)C)F 2,5-difluoro-4-(6-(methyl(7H-pyrrolo[2,3-d]pyrimidin-4-yl)amino)-2-azaspiro[3.3]heptane-2-carbonyl)benzonitrile